NC1=NC(=C(C=C1C=1C=C2C=C(NC(C2=CC1F)=O)C)C1=CC=C(C=C1)N1CCN(CC1)C(C)C)F 6-(2-amino-6-fluoro-5-(4-(4-isopropylpiperazin-1-yl)phenyl)pyridin-3-yl)-7-fluoro-3-methylisoquinolin-1(2H)-one